N-(2-aminoethyl)(methyl)acrylamide NCCNC(C(=C)C)=O